FC1=C(C=CC(=C1)S(=O)(=O)C)N(C1=CC(=C(C(=N1)NC1=NN(C(=C1)C)C1OCCCC1)OC)C=1C=NN(C1)C)C N6-(2-fluoro-4-(methylsulfonyl)phenyl)-3-methoxy-N6-methyl-N2-(5-methyl-1-(tetrahydro-2H-pyran-2-yl)-1H-pyrazol-3-yl)-4-(1-methyl-1H-pyrazol-4-yl)pyridine-2,6-diamine